ClC=1C(=C(C(=C(C1)C)C)C(=O)OC)O methyl 3-chloro-2-hydroxy-5,6-xylenecarboxylate